N-(trans-4-((4-(5-(methanesulfonyl)pyridin-3-yl)-5-(trifluoromethyl)-pyrimidin-2-yl)amino)cyclohexyl)-N-(5-(2-methoxypyrimidin-5-yl)pyrazin-2-yl)cyclopropanecarboxamide CS(=O)(=O)C=1C=C(C=NC1)C1=NC(=NC=C1C(F)(F)F)N[C@@H]1CC[C@H](CC1)N(C(=O)C1CC1)C1=NC=C(N=C1)C=1C=NC(=NC1)OC